tert-butyl 3-(2-ethoxy-2-oxoethyl)-5-(4-(hydroxymethyl)phenyl)piperidine-1-carboxylate C(C)OC(CC1CN(CC(C1)C1=CC=C(C=C1)CO)C(=O)OC(C)(C)C)=O